3-(4-(((1-(3-(2,3-dichlorophenyl)-1H-pyrazolo[3,4-b]pyrazin-6-yl)-4-methylpiperidin-4-yl)amino)methyl)phenyl)piperidine-2,6-dione ClC1=C(C=CC=C1Cl)C1=NNC2=NC(=CN=C21)N2CCC(CC2)(C)NCC2=CC=C(C=C2)C2C(NC(CC2)=O)=O